C1(CCCC1)C=1C=CC(=NC1)C=1OC(=NN1)CNC1=CC=C(C=C1)F 5-cyclopentyl-2-(5-{[(4-fluorophenyl)amino]methyl}-1,3,4-oxadiazol-2-yl)pyridine